3-(benzylcarbamoyl)-1-((2R,3R,4R,5R)-3,4-diacetoxy-5-(acetoxymethyl)tetrahydrofuran-2-yl)pyridin-1-ium C(C1=CC=CC=C1)NC(=O)C=1C=[N+](C=CC1)[C@@H]1O[C@@H]([C@H]([C@H]1OC(C)=O)OC(C)=O)COC(C)=O